tert-Butyl 4-{[(6S)-2,2-difluoro-6-[2-methanesulfonamido-4-(methoxycarbonyl)phenyl]-7-azaspiro[3.5]nonan-7-yl]methyl}-5-methoxy-7-methylindole-1-carboxylate FC1(CC2(C1)C[C@H](N(CC2)CC2=C1C=CN(C1=C(C=C2OC)C)C(=O)OC(C)(C)C)C2=C(C=C(C=C2)C(=O)OC)NS(=O)(=O)C)F